1-(2-(5,6,7,8-tetrahydronaphthalen-2-yl)ethyl)guanidine C1=C(C=CC=2CCCCC12)CCNC(=N)N